tetrahydrofuran-3-carbonitrile O1CC(CC1)C#N